ethylpyridine-4-carbonitrile C(C)C1=NC=CC(=C1)C#N